ClC1=NN(C2=NC(=NC=C21)Cl)CCCOC2=NN(C=C2[N+](=O)[O-])C2COCCC2 3,6-dichloro-1-(3-((4-nitro-1-(tetrahydro-2H-pyran-3-yl)-1H-pyrazol-3-yl)oxy)propyl)-1H-pyrazolo[3,4-d]pyrimidine